10-ketopalmitic acid O=C(CCCCCCCCC(=O)O)CCCCCC